ClC1=C(C(=O)NC2=CC=C3C=C(NC3=C2)C(=O)NC2=CC=C(C=C2)C(F)(F)F)C=C(C=C1)CNC(C(C)C)=O 6-(2-chloro-5-(isobutyrylaminomethyl)benzoylamino)-N-(4-(trifluoromethyl)phenyl)-1H-indole-2-carboxamide